FC(C1=CC=C(C=2CCC12)N)(F)F 5-(trifluoromethyl)bicyclo[4.2.0]octa-1(6),2,4-trien-2-amine